dimethylhexadecylamine oxide C[N+](CCCCCCCCCCCCCCCC)(C)[O-]